C(CCCCCCC\C=C/CCCCCCCC)OCCP(=O)=C(O)C[N+](C)(C)C oleyloxyethyl-phosphorylcholine